C(C)(C)(C)OC(=O)NC[C@@H]1N(CCOC1)C(=O)OCC1=CC=CC=C1 benzyl (S)-3-(((tert-butoxycarbonyl)amino)methyl)morpholine-4-carboxylate